FC(CN1C(=NC2=C1C=C(C=C2F)C2=CNC=1N=C(N=CC12)N[C@@H]1CCC(N(C1)C)=O)C)F (R)-5-((5-(1-(2,2-difluoroethyl)-4-fluoro-2-methyl-1H-benzo[d]imidazol-6-yl)-7H-pyrrolo[2,3-d]pyrimidin-2-yl)amino)-1-methylpiperidin-2-one